N1=C(C=CC=C1)CCC 3-(pyridin-2-yl)propan